(4-(piperazin-1-yl)phenoxy)-1H-1,2,3-triazole-4-carboxylic acid N1(CCNCC1)C1=CC=C(ON2N=NC(=C2)C(=O)O)C=C1